COC1=CC=C(CN2C(C(CCC2=O)N2C(N(C3=C2C=CC=C3N3C2CN(CC3CC2)C(=O)OC(C)(C)C)C)=O)=O)C=C1 Tert-butyl 8-(1-(1-(4-methoxybenzyl)-2,6-dioxopiperidin-3-yl)-3-methyl-2-oxo-2,3-dihydro-1H-benzo[d]imidazol-4-yl)-3,8-diazabicyclo[3.2.1]octane-3-carboxylate